BrC1=C(C=C(O[C@H](C(=O)O)CF)C=C1[2H])[2H] (2R)-2-[4-bromo(3,5-2H2)phenoxy]-3-fluoropropanoic acid